CC(CCCC(CO)CCCCCC(CC)C)CC 2-(4-methyl-Hexyl)-8-methyl-1-decanol